C1(CC1)C(=O)Cl Cyclopropane-1-carbonyl chloride